BrC=1C=NC(=NC1)N[C@H]1CN(CC1)C1=NN=CC2=CC(=CC=C12)NC(C=C)=O (R)-N-(1-(3-((5-bromopyrimidin-2-yl)amino)pyrrolidin-1-yl)phthalazin-6-yl)acrylamide